1-(4-bromo-3-(methoxy-methyl)-1-phenyl-1H-pyrazol-5-yl)-3-((3S,4R)-4-(4-fluorophenyl)-1-(2-methoxyethyl)pyrrolidin-3-yl)urea BrC=1C(=NN(C1NC(=O)N[C@@H]1CN(C[C@H]1C1=CC=C(C=C1)F)CCOC)C1=CC=CC=C1)COC